phosphanetricarboxylic acid P(C(=O)O)(C(=O)O)C(=O)O